[Cu+2].[N+](=O)([O-])C1(N=NN=N1)C(=O)[O-].[N+](=O)([O-])C1(N=NN=N1)C(=O)[O-] 5-nitrotetrazolic acid copper salt